N-ethoxy-5-methylpyrazole C(C)ON1N=CC=C1C